CN(CCCC(=O)OC(CCCCCC(=O)OC(COC(CCC1CCCCC1)=O)COC(CCC1CCCCC1)=O)CCCCCC(=O)OC(COC(CCC1CCCCC1)=O)COC(CCC1CCCCC1)=O)C bis(1,3-bis((3-cyclohexylpropanoyl)oxy)propan-2-yl) 7-((4-(dimethyl amino)butanoyl)oxy)tridecanedioate